6-(3-((1-cyclopropyl-1H-pyrazol-4-yl)oxy)azetidin-1-yl)-8-(2,4-difluorophenyl)-3-methyl-2-(trifluoromethyl)pyrido[3,4-d]pyrimidin-4(3H)-one C1(CC1)N1N=CC(=C1)OC1CN(C1)C1=CC2=C(N=C(N(C2=O)C)C(F)(F)F)C(=N1)C1=C(C=C(C=C1)F)F